NC1=NN2C(N=CC(=C2)F)=C1C(=O)O 2-amino-6-fluoro-pyrazolo[1,5-a]pyrimidine-3-carboxylic acid